ClC1=NC=C(C(=N1)C1=C(C=CC=C1)O)C (2-chloro-5-methylpyrimidin-4-yl)phenol